Cl.Cl.N1CC(C1)CN1C[C@H](CC1)F (S)-1-(azetidin-3-ylmethyl)-3-fluoropyrrolidine-dihydrochloride